C(C1=CC=CC=C1)OC1=C2C=C(N(C2=CC(=C1)F)C1=CC(=C(C=C1)F)F)C(CO)(C)C 2-(4-(Benzyloxy)-1-(3,4-difluorophenyl)-6-fluoro-1H-indol-2-yl)-2-methylpropan-1-ol